C(C)(C)(C)OC(=O)NCCCN1C2=CC(=CC=C2C=2C=CC(=CC12)C(=O)O)C(=O)O 9-(3-((tert-butoxycarbonyl)amino)propyl)-9H-carbazole-2,7-dicarboxylic acid